N1PCCCC1 azaphosphinan